(4-(6-amino-5-((2,3-dichlorophenyl)thio)pyrazin-2-yl)piperazin-1-yl)(tetrahydrofuran-3-yl)methanone NC1=C(N=CC(=N1)N1CCN(CC1)C(=O)C1COCC1)SC1=C(C(=CC=C1)Cl)Cl